FC1=CC=C(CN(S(=O)(=O)C2=CC=C(C=C2)NC(=O)C2C(C2)C2=CC=NC=C2)CC2=CC=C(C=C2)F)C=C1 N-(4-(N-(4-fluorobenzyl)-N-(4-fluorobenzyl)sulfamoyl)phenyl)-2-(pyridin-4-yl)cyclopropane-1-carboxamide